4-amino-7-{(1R)-1-[1-(2-fluorophenyl)-1H-1,2,3-triazol-4-yl]ethyl}-5-[2-(trifluoromethyl)pyrimidin-5-yl]pyrrolo[2,1-f][1,2,4]triazine-6-carbonitrile NC1=NC=NN2C1=C(C(=C2[C@@H](C)C=2N=NN(C2)C2=C(C=CC=C2)F)C#N)C=2C=NC(=NC2)C(F)(F)F